ClC=1C=C(C2=C(N1)N(N=C2I)C2COC2)C(=O)OCC ethyl 6-chloro-3-iodo-1-(oxetan-3-yl)-1H-pyrazolo[3,4-b]pyridine-4-carboxylate